N-[4-[4-[3-[2-(2-aminoethoxy)ethoxy]propionyl]piperazine-1-carbonyl]-3-chloro-phenyl]-5-(2,3-difluoro-4-methoxy-phenyl)-1-methyl-imidazole-2-carboxamide NCCOCCOCCC(=O)N1CCN(CC1)C(=O)C1=C(C=C(C=C1)NC(=O)C=1N(C(=CN1)C1=C(C(=C(C=C1)OC)F)F)C)Cl